CC=1C=C(CC(C(=O)N)=C)C=C(C1O)C 3,5-dimethyl-4-hydroxybenzylacrylamide